F[C@]1(CN(CC[C@@H]1O)C1=NC=NC(=N1)NC=1N=CC2=C(C=CC(=C2C1)C(C)C)N1CC(C1)CS(=O)C)C (3S,4S)-3-Fluoro-1-(4-((5-isopropyl-8-(3-((methylsulfinyl)methyl)azetidin-1-yl)isoquinolin-3-yl)amino)-1,3,5-triazin-2-yl)-3-methylpiperidin-4-ol